1-(9Z-heptadecenoyl)-2-(5Z,8Z,11Z,14Z-eicosatetraenoyl)-glycero-3-phospho-(1'-sn-glycerol) CCCCCCC/C=C\CCCCCCCC(=O)OC[C@H](COP(=O)(O)OC[C@H](CO)O)OC(=O)CCC/C=C\C/C=C\C/C=C\C/C=C\CCCCC